4-[2-(6-chloropyridazin-3-yl)oxyethyl]-1,4-thiazinan 1,1-dioxide ClC1=CC=C(N=N1)OCCN1CCS(CC1)(=O)=O